methyl 3-(1-hydroxy-2-((2-hydroxy ethyl)amino)ethyl)-4-methylbenzoate OC(CNCCO)C=1C=C(C(=O)OC)C=CC1C